CP(=O)(C)C=1C=C(C=CC1)NC(=O)C=1C=C2C(=NC1N1CCC(CC1)OC)N=C(O2)N2CCOCC2 N-(3-(Dimethylphosphoryl)phenyl)-5-(4-methoxypiperidin-1-yl)-2-morpholinooxazolo[4,5-b]pyridine-6-carboxamide